5-[5-(phenylsulfonyl)-2-furoyl]pyrimidin C1(=CC=CC=C1)S(=O)(=O)C1=CC=C(O1)C(=O)C=1C=NC=NC1